C(#N)C=1C(=NC(=CC1N1[C@H]([C@H](C1)N1CCN(CC1)C(=O)OC(C)(C)C)C)N1CCC(CC1)C1=C(C=NN1C)C)C(F)(F)F tert-butyl 4-((2S,3S)-1-(3-cyano-6-(4-(1,4-dimethyl-1H-pyrazol-5-yl)piperidin-1-yl)-2-(trifluoromethyl)pyridin-4-yl)-2-methylazetidin-3-yl)piperazine-1-carboxylate